5-Methoxycarboxymethyl-2-thio-uridine COC=1C(NC(N([C@]2([C@H](O)[C@H](O)[C@@H](CO)O2)CC(=O)O)C1)=S)=O